(S)-N-(1-(2-chloro-5-fluorophenyl)-6-cyano-3-oxo-1,2,3,4-tetrahydropyrrolo[1,2-a]pyrazin-8-yl)-3-fluoro-5-(trifluoromethyl)benzamide ClC1=C(C=C(C=C1)F)[C@H]1C=2N(CC(N1)=O)C(=CC2NC(C2=CC(=CC(=C2)C(F)(F)F)F)=O)C#N